CCCCCCC/C=C/C(=O)N decenamide